CN1N=NC2=C1C=CC(=C2C)C(C(C(=O)O)(C)C)C2=CC(=C(C=C2)C)CN2C[C@H](OC1=C3C=CC=NC3=CC=C1C2)CC 3-(1,4-dimethyl-1H-benzo[d][1,2,3]triazol-5-yl)-3-(3-(((R)-2-ethyl-2,3-dihydro-[1,4]oxazepino[7,6-f]quinolin-4(5H)-yl)methyl)-4-methylphenyl)-2,2-dimethylpropionic acid